(3-bromo-2-methylphenyl)pyrimidine-4-carboxamide BrC=1C(=C(C=CC1)C1=NC=CC(=N1)C(=O)N)C